N-methyl-Aminoethylamine CNCCN